(9R)-9-(1-cyclopropyl-3-(2-fluoro-4-(trifluoromethoxy)benzyl)ureido)-N-methyl-2-oxo-1,3,7-triazaspiro[4.5]decane-7-carboxamide C1(CC1)N(C(=O)NCC1=C(C=C(C=C1)OC(F)(F)F)F)[C@H]1CN(CC2(CNC(N2)=O)C1)C(=O)NC